(S)-8-chloro-4-((3-chloro-4-fluorophenyl)amino)-6-(((1-isopropyl-1H-1,2,3-triazol-4-yl)(2-(oxetan-3-yl)-1,2,3,4-tetrahydroisoquinolin-5-yl)methyl)amino)quinoline-3-carbonitrile ClC=1C=C(C=C2C(=C(C=NC12)C#N)NC1=CC(=C(C=C1)F)Cl)N[C@@H](C1=C2CCN(CC2=CC=C1)C1COC1)C=1N=NN(C1)C(C)C